C(#N)CCC1=CC=2C3=C(C(=NC2C(=C1C1=C(C(=CC=C1)Cl)Cl)F)C)C=C(N3[C@H]3[C@H]1CN([C@@H]3C1)C(=O)OC(C)(C)C)[C@@H](C)NC tert-butyl (1R,4R,5s)-5-(8-(2-cyanoethyl)-7-(2,3-dichlorophenyl)-6-fluoro-4-methyl-2-((R)-1-(methylamino) ethyl)-1H-pyrrolo[3,2-c]quinolin-1-yl)-2-azabicyclo[2.1.1]hexane-2-carboxylate